tertbutyl 6-hydroxy-6-methyl-2-azaspiro[3.3]heptane-2-carboxylate OC1(CC2(CN(C2)C(=O)OC(C)(C)C)C1)C